C(C)(C)C1=CC=C(C=C1)C1C(C(C(O1)=O)=C)C1=CC=CC=C1 5-p-isopropylphenyl-methylene-4-phenyl-furan-2(5H)-one